FC(C1=CC=CC(=N1)CNC(=O)[C@@H]1CC12CCN(CC2)C(=O)OC(C(F)(F)F)C(F)(F)F)(F)F 1,1,1,3,3,3-hexafluoropropan-2-yl (R)-1-(((6-(trifluoromethyl)pyridin-2-yl)methyl)carbamoyl)-6-azaspiro[2.5]octane-6-carboxylate